S(=O)(=O)(C)C=1C=C(C(OC)=CC1)NCC#CC=1C=C(C2=C(C(=CS2)CC(F)(F)F)C1)NC1CCN(CC1)C 5-[3-(4-mesyl-2-anisidino)-1-propynyl]-7-(1-methyl-4-piperidylamino)-3-(2,2,2-trifluoroethyl)-1-benzothiophene